4,4'-(1,2-bis(1H-benzo[d][1,2,3]triazol-1-yl)ethane-1,2-diyl)bis(1,4-diazacycloheptane-1-carboxylic acid) N1(N=NC2=C1C=CC=C2)C(C(N2N=NC1=C2C=CC=C1)N1CCN(CCC1)C(=O)O)N1CCN(CCC1)C(=O)O